(2S)-6-oxo-4-(trifluoromethanesulfonyl-oxy)-2,3-dihydropyridine-1,2-dicarboxylic acid 1,2-di-tert-butyl ester C(C)(C)(C)OC(=O)N1[C@@H](CC(=CC1=O)OS(=O)(=O)C(F)(F)F)C(=O)OC(C)(C)C